2-(3-chloro-2,6-difluorophenyl)-2-(4-fluoro-bicyclo[2.2.1]hept-1-yl)acetic acid ClC=1C(=C(C(=CC1)F)C(C(=O)O)C12CCC(CC1)(C2)F)F